N[C@H]1[C@@H](CCCCC1)NC(OC(C)(C)C)=O tert-butyl ((1R,2R)-2-aminocycloheptyl)carbamate